BrC=1C=C(C(N(C1)C(C(=O)OCC)CC(C)C)=O)F ethyl 2-(5-bromo-3-fluoro-2-oxopyridin-1(2H)-yl)-4-methylpentanoate